lactic acid-d4 C(C(O)(C([2H])([2H])[2H])[2H])(=O)O